C1(=CC=CC=C1)CS(=O)(=O)OC1=C(OC(C1=O)([2H])C1=CC(=CC(=C1)F)Cl)N 2-amino-5-(3-chloro-5-fluorophenyl)-4-oxo-4,5-dihydrofuran-3-yl-5-d phenylmethanesulfonate